(E)-3-(4-methoxyphenyl)-1-(4-(2-(2-(4-fluorophenyl)-1H-indol-3-yl)acetyl)piperazin-1-yl)prop-2-en-1-one COC1=CC=C(C=C1)/C=C/C(=O)N1CCN(CC1)C(CC1=C(NC2=CC=CC=C12)C1=CC=C(C=C1)F)=O